3-(2-(4-chloro-3-(4-cyano-6-(trifluoromethyl)pyridin-3-yl)-N-methylbenzamido)-3-methylphenoxy)propanoic acid ClC1=C(C=C(C(=O)N(C)C2=C(OCCC(=O)O)C=CC=C2C)C=C1)C=1C=NC(=CC1C#N)C(F)(F)F